5'-fluoro-3'-(trifluoromethyl)spiro[1,3-dioxolane-2,4'-1,5-dihydrocyclopenta[c]pyrazole]-6'-one FC1C2(C3=C(NN=C3C(F)(F)F)C1=O)OCCO2